C1(=CC=CC=C1)C(NC1=CC=CC=C1)C1=CC=CC=C1 N-diphenylmethylphenylamine